2-[1-(2-chloro-1,3-thiazol-5-yl)-1H-pyrazol-3-yl]acetic acid ClC=1SC(=CN1)N1N=C(C=C1)CC(=O)O